4-(1-cyclopropyl-1H-pyrrolo[2,3-b]pyridin-4-yl)-7-((5-(4-methylpiperazin-1-yl)pyridin-2-yl)amino)isoindolin-1-one C1(CC1)N1C=CC=2C1=NC=CC2C2=C1CNC(C1=C(C=C2)NC2=NC=C(C=C2)N2CCN(CC2)C)=O